BrC=1C=C(C=CC1)S(=O)(=O)NC1=CC=C(C=C1)N1C2=C(NC(CC1=O)=O)C1=CC=CC=C1C=C2 3-bromo-N-[4-(2,4-dioxo-1,2,3,4-tetrahydronaphtho[1,2-b][1,4]diazepin-5-yl)phenyl]benzenesulfonamide